(2-fluorophenyl)-((5-(3-methyl-4-(trifluoromethoxy)phenyl)thiophen-2-yl)methyl)oxazole-5-carboxamide FC1=C(C=CC=C1)C=1N=C(OC1C(=O)N)CC=1SC(=CC1)C1=CC(=C(C=C1)OC(F)(F)F)C